BrC=1C=2N(C=C(C1)C=1C=NN(C1)C[C@H]1CN(CCC1)C(=O)OC(C)(C)C)N=CC2C#N t-Butyl (3R)-3-[[4-(4-bromo-3-cyano-pyrazolo[1,5-a]pyridin-6-yl)pyrazol-1-yl]methyl]piperidine-1-carboxylate